phenylthio-(n-butyl-n-pentyl) phosphinate [PH2](OC(CCCC)(CCCC)SC1=CC=CC=C1)=O